5-Amino-3-[2-[4-(6-fluoro-2-methyl-1,3-benzoxazol-5-yl)piperazin-1-yl]ethyl]-8-(2-furyl)-1-methyl-[1,2,4]triazolo[5,1-f]purin-2-one NN1C=NC(=C2N3C(N=C12)N(C(N3C)=O)CCN3CCN(CC3)C=3C(=CC1=C(N=C(O1)C)C3)F)C=3OC=CC3